(3,4-dimethoxybicyclo[4.2.0]oct-1,3,5-triene-7-yl)methylamine hydrochloride Cl.COC=1C=C2CC(C2=CC1OC)CN